(4-(4,6-di([1,1'-biphenyl]-4-yl)-1,3,5-triazin-2-yl)phenyl)phenylboronic acid C1(=CC=C(C=C1)C1=NC(=NC(=N1)C1=CC=C(C=C1)C1=CC=CC=C1)C1=CC=C(C=C1)C1=C(C=CC=C1)B(O)O)C1=CC=CC=C1